4-(4-isopropylpiperidinocarbonyl)phenyl 1,2,3,4-tetrahydro-1-naphthoate methanesulphonate CS(=O)(=O)O.C1(CCCC2=CC=CC=C12)C(=O)OC1=CC=C(C=C1)C(=O)N1CCC(CC1)C(C)C